FC=1C=C(CC2=NC=CC(=C2)N2N=C(C(=C2)C(=O)NCCO)C)C=C(C1)C(F)(F)F 1-(2-(3-fluoro-5-(trifluoromethyl)benzyl)pyridin-4-yl)-N-(2-hydroxyethyl)-3-methyl-1H-pyrazole-4-carboxamide